C(C)(C)(C)OC(=O)N1C(CN(C(C1)OC)F)C1=C(C=CC=C1)CNNS(=O)(=O)C1=CC=C(C)C=C1 4-fluoro-5-methoxy-2-(((2-tosylhydrazino)methyl)phenyl)piperazine-1-carboxylic acid tert-butyl ester